carboxyl-silicon oxide C(=O)(O)[Si]=O